BrC1=CC(=C(C(=C1)O)C(C)=O)F 1-(4-bromo-2-fluoro-6-hydroxy-phenyl)ethanone